2-(5,6,7,8-tetrahydroquinolin-3-yl)phenol N1=CC(=CC=2CCCCC12)C1=C(C=CC=C1)O